C(C)(=O)O[C@H]1[C@H](O[C@@H]([C@H]([C@@H]1OC(C)=O)OC(C)=O)COC(C)=O)O[C@H]1[C@@H]([C@H]([C@H](SC(C)=O)O[C@@H]1COC(C)=O)OC(C)=O)OC(C)=O 2,3,4,6-Tetra-O-acetyl-α-D-glucopyranosyl(1→4)-2,3,6-tri-O-acetyl-1-S-acetyl-1-thio-β-D-glucopyranose